2-(diphenylphosphino)propyloxazole tert-butyl-4-[1-[4-[(1S)-1-[(2,2,2-trifluoroacetyl)amino]ethyl]phenyl]pent-4-enyl]piperazine-1-carboxylate C(C)(C)(C)OC(=O)N1CCN(CC1)C(CCC=C)C1=CC=C(C=C1)[C@H](C)NC(C(F)(F)F)=O.C1(=CC=CC=C1)P(C(CC=1OC=CN1)C)C1=CC=CC=C1